6-(2,4-difluoro-3-methylphenyl)-3-methyl-1,3-dihydro-2H-imidazo[4,5-b]Pyridine FC1=C(C=CC(=C1C)F)C=1C=C2C(=NC1)N(CN2)C